C1(=CC=CC=C1)S(=O)(=O)N1C=CC=2C1=NC=CC2Cl 1-(benzenesulfonyl)-4-chloro-pyrrolo[2,3-b]Pyridine